tin-platinum [Pt].[Sn]